3-{4-[3-(4-Oxazol-5-yl-thiazol-2-yloxy)-propyl]-piperazin-1-yl}-benzo[d]isothiazole O1C=NC=C1C=1N=C(SC1)OCCCN1CCN(CC1)C1=NSC2=C1C=CC=C2